C1(CCC1)C#CC1=C2CCCN(C2=CC=C1)C1=NC=2N(C3=CC=CC(=C13)F)C(=NN2)C 5-[5-(2-cyclobutylethynyl)-3,4-dihydro-2H-quinolin-1-yl]-6-fluoro-1-methyl-[1,2,4]triazolo[4,3-a]quinazoline